C(=O)C=1C=C(C=NC1)C1=CC=C(C#N)C=C1 4-(5-Formylpyridin-3-yl)benzonitrile